sodium propan-2-olate CC(C)[O-].[Na+]